(S)-6-chloro-3-((1-(3,6-dimethyl-2-(1-methyl-1H-pyrazol-4-yl)-4-oxo-3,4-dihydroquinazolin-8-yl)ethyl)amino)picolinic acid ClC1=CC=C(C(=N1)C(=O)O)N[C@@H](C)C=1C=C(C=C2C(N(C(=NC12)C=1C=NN(C1)C)C)=O)C